trilauryl-glycerol C(CCCCCCCCCCC)C(C(O)(CCCCCCCCCCCC)CCCCCCCCCCCC)(O)CO